1,3,3-trimethyl-bicyclo[2.2.1]heptan-2-yl cinnamate C(C=CC1=CC=CC=C1)(=O)OC1C2(CCC(C1(C)C)C2)C